OCCN1C=C(C(=C1C1=C(C=CC=C1)C(F)(F)F)C)C(=O)OC methyl 1-(2-hydroxyethyl)-4-methyl-5-[2-(trifluoromethyl) phenyl]-1H-pyrrole-3-carboxylate